(R)-1-(2-chloro-6-(3-methylmorpholino)pyrimidin-4-yl)cyclopentane-1-carbonitrile ClC1=NC(=CC(=N1)C1(CCCC1)C#N)N1[C@@H](COCC1)C